(4,4-difluorohexyl)methaneamine hydrochloride Cl.FC(CCCCN)(CC)F